NC1=CC(=C2C(N(CCCCC[C@@](C3=NN=C(C1=N2)O3)(C(F)(F)F)O)[C@@H]3CC[C@H](CC3)C#N)=O)C(F)(F)F trans-4-[(6R)-17-amino-6-hydroxy-13-oxo-6,15-bis(trifluoromethyl)-19-oxa-3,4,12,18-tetraazatricyclo[12.3.1.12,5]nonadeca-1(18),2,4,14,16-pentaen-12-yl]cyclohexane-1-carbonitrile